CC(C(=O)NNC(=O)C1=CC(=CC=C1)C(=O)NNC(=O)C(C)OC2=CC=CC=C2)OC3=CC=CC=C3 isophthalic acid bis(2-phenoxypropionylhydrazide)